C(#N)/C(/C(=O)OCC)=C(\C)/NC1=C(C=CC=C1)OC ethyl (Z)-2-cyano-3-(2-methoxyanilino)but-2-enoate